4-[(3-carbamoyl-2-thienyl)amino]-4-oxo-butanoic acid C(N)(=O)C1=C(SC=C1)NC(CCC(=O)O)=O